N-sec-butyl-1,7,7-trimethyl-9-oxo-8,9-dihydro-7H-furo[3,2-f]chromene-2-carboxamide C(C)(CC)NC(=O)C1=C(C2=C3C(CC(OC3=CC=C2O1)(C)C)=O)C